C(C1=CC(O)=C(O)C(O)=C1)(=O)O.C(C1=CC(O)=C(O)C(O)=C1)(=O)O.C(C1=CC(O)=C(O)C(O)=C1)(=O)O.C(C1=CC(O)=C(O)C(O)=C1)(=O)O digallic acid (digallate)